C(#N)/C(/C(=O)O)=C\C1=CC=C(C=C1)N(C1=CC=CC=C1)C1=CC=C(C=C1)OC (E)-2-cyano-3-(4-((4-methoxyphenyl)(phenyl)amino)phenyl)acrylic acid